C(C)(C)(C)C1=CC=C(C(=N1)F)C(=O)NS(=O)(=O)C1=CC=CC(=N1)NC(CC[C@@H]1CN(CC1)C(=O)OC(C)(C)C)C1=NC=CC(=C1)C(C)(C)C tert-butyl (3S)-3-[3-[[6-[(6-tert-butyl-2-fluoro-pyridine-3-carbonyl)sulfamoyl]-2-pyridyl]amino]-3-(4-tert-butyl-2-pyridyl)propyl]pyrrolidine-1-carboxylate